O1CCC(CC1)N1C(=O)N(C(=O)CC1=O)[2H] 1-(4-tetrahydropyranyl)barbituric acid-3-d